CN1C(=NC=2C1=NC(=CC2)OC2=NC=CC=C2OCC(F)(F)F)C(=O)NC2(CCS(CC2)(=O)=O)C 3-methyl-N-(4-methyl-1,1-dioxidotetrahydro-2H-thiopyran-4-yl)-5-((3-(2,2,2-trifluoroethoxy)pyridin-2-yl)oxy)-3H-imidazo[4,5-b]pyridine-2-carboxamide